N1(CCC2=CC=CC=C12)S(=O)(=O)C=1C=C(C(=O)NC2=C(C=CC(=C2)C)OC)C=CC1 3-(indolin-1-ylsulfonyl)-N-(2-methoxy-5-methylphenyl)benzamide